1-(azetidin-1-yl)-2-chloroethanone N1(CCC1)C(CCl)=O